ClC=1C=C(C=C(C1OC1=NNC(C2=CC(=CC=C12)C)=O)Cl)N1N=C(C(NC1=O)=O)C#N 2-(3,5-dichloro-4-((6-methyl-4-oxo-3,4-dihydrophthalazin-1-yl)oxy)phenyl)-3,5-dioxo-2,3,4,5-tetrahydro-1,2,4-triazine-6-nitrile